Cl.N1=CC(NC=C1)=O pyrazine-3(4H)-one hydrochloride